5-methyl-octyl-pyridinium hexafluorophosphate F[P-](F)(F)(F)(F)F.CC(CCCC[N+]1=CC=CC=C1)CCC